C(C)(=O)N1CCN(CC1)[C@@H]1CN(CC1)C1=NC=2C(=C(C3=C(C2C=N1)COC3)C3=NC=C(C1=C3C(=C(S1)NC(OC(C)(C)C)=O)C#N)F)F tert-Butyl (4-(3-((S)-3-(4-acetylpiperazin-1-yl)pyrrolidin-1-yl)-5-fluoro-7,9-dihydrofuro[3,4-f]quinazolin-6-yl)-3-cyano-7-fluorothieno[3,2-c]pyridin-2-yl)carbamate